methylhydroxy-3-(3,5-dinitrophenyl)-1,2,4-oxadiazole COC1=NC(=NO1)C1=CC(=CC(=C1)[N+](=O)[O-])[N+](=O)[O-]